6-fluoro-N-((3R,4S)-3-fluoro-1-(oxetan-3-yl)piperidin-4-yl)-4-methoxy-5-(quinoxalin-6-yl)pyrrolo[2,1-f][1,2,4]triazin-2-amine FC=1C(=C2C(=NC(=NN2C1)N[C@@H]1[C@@H](CN(CC1)C1COC1)F)OC)C=1C=C2N=CC=NC2=CC1